bisaziridinylspermine N1(CC1)N(CCCCN(CCCN)N1CC1)CCCN